COC1=C(C=C2C(=NC=NC2=C1)C=1C(=NN(C1)C)C1=CC=CC=C1)NC(=O)[C@@]12CN(C[C@H]2C1)C (1S,5S)-N-(7-methoxy-4-(1-methyl-3-phenyl-1H-pyrazol-4-yl)quinazolin-6-yl)-3-methyl-3-azabicyclo[3.1.0]hexane-1-carboxamide